P-CHLOROBENZALDEHYDE C1=CC(=CC=C1C=O)Cl